6-[(E)-but-2-enyl]-4-[4-(1-hydroxy-1-methyl-ethyl)-2-methoxy-phenyl]-1H-pyrrolo[2,3-c]Pyridin-7-one C(\C=C\C)N1C(C2=C(C(=C1)C1=C(C=C(C=C1)C(C)(C)O)OC)C=CN2)=O